tripropylphosphite C(CC)OP(OCCC)OCCC